4-(8-(5-cyclopropyl-2-ethoxy-4-(methylsulfonyl)benzyl)-2-oxo-1-oxa-3,8-diazaspiro[4.5]decan-3-yl)benzenesulfonic acid C1(CC1)C=1C(=CC(=C(CN2CCC3(CN(C(O3)=O)C3=CC=C(C=C3)S(=O)(=O)O)CC2)C1)OCC)S(=O)(=O)C